FC(OC1=CC=C(C=C1)C1=C(C=NN1C)C=1C=C2CN(C(C2=CC1)=O)C1C(NC(CC1)=O)=O)F 3-(5-(5-(4-(difluoromethoxy)phenyl)-1-methyl-1H-pyrazol-4-yl)-1-oxoisoindolin-2-yl)piperidine-2,6-dione